2-(3-amino-4-hydroxybenzamido)-3-(4-(3-(5,6,7,8-tetrahydro-1,8-naphthyridin-2-yl)propoxy)phenyl)propanoic acid NC=1C=C(C(=O)NC(C(=O)O)CC2=CC=C(C=C2)OCCCC2=NC=3NCCCC3C=C2)C=CC1O